5-(3-(1-aminoethyl)piperazin-1-yl)-2,3-dihydro-1,4-benzodioxine NC(C)C1CN(CCN1)C1=CC=CC=2OCCOC21